O=C[C@H](C)NC(OCC1=CC=CC=C1)=O (S)-BENZYL 1-OXOPROPAN-2-YLCARBAMATE